CCCCCCCCCCCCCCCC(=O)OCC(COP(=O)(O)O[C@@H]1[C@@H]([C@@H]([C@H]([C@@H]([C@H]1O[C@@H]2[C@H]([C@H]([C@@H]([C@H](O2)CO[C@@H]3[C@H]([C@H]([C@@H]([C@H](O3)CO[C@@H]4[C@H]([C@H]([C@@H]([C@H](O4)CO)O)O)O[C@@H]5[C@H]([C@H]([C@@H]([C@H](O5)CO)O)O)O[C@@H]6[C@H]([C@H]([C@@H]([C@H](O6)CO)O)O)O)O)O)O)O)O)O)O)O)O)O[C@@H]7[C@H]([C@H]([C@@H]([C@H](O7)CO)O)O)O)OC(=O)CCCCCCCC(C)CCCCCCCCCC The molecule is a phosphatidylinositol mannoside having the phosphatidyl moiety (with specific O-acyl groups) at the 1-position, a single mannosyl residue at the 2-position and a linear pentamannoside at position 6 of the inositol ring. It has a role as an antigen.